CN(C(OC(C)(C)C)=O)C1CC=2C(=CSC2C)CC1 tert-butyl methyl(3-methyl-4,5,6,7-tetrahydrobenzo[c]thiophen-5-yl)carbamate